1-N'-(4-fluorophenyl)-1-N-[4-[7-methoxy-6-(methylcarbamoyl)quinolin-4-yl]oxyphenyl]-1-N'-methylcyclopropane-1,1-dicarboxamide FC1=CC=C(C=C1)N(C(=O)C1(CC1)C(=O)NC1=CC=C(C=C1)OC1=CC=NC2=CC(=C(C=C12)C(NC)=O)OC)C